COC=1N=C2C(=CC=NC2=CC1OC)OC1=C(C=C(C=C1)NC(=O)C=1C(N(C(=CC1)C)C1=CC=NC=C1)=O)F N-[4-[(6,7-dimethoxy-1,5-naphthyridin-4-yl)oxy]-3-fluorophenyl]-6-methyl-2-oxo-1-pyridin-4-ylpyridine-3-carboxamide